(±)-1-(pyridin-4-ylcarbamoyl)-6-azaspiro[2.5]octane-6-carboxylate N1=CC=C(C=C1)NC(=O)[C@@H]1CC12CCN(CC2)C(=O)[O-] |r|